N1(CCC1)C=1C(=CC2=CN(N=C2C1)C1CCC(CC1)CO)Br [4-[6-(Azetidin-1-yl)-5-bromo-indazol-2-yl]cyclohexyl]methanol